2-chloro-6-oxo-1-propyl-8-[1-(3-trifluoromethyl-benzyl)-1H-pyrazol-4-yl]-1,6-dihydro-purin-9-ylmethyl butyrate C(CCC)(=O)OCN1C=2N=C(N(C(C2N=C1C=1C=NN(C1)CC1=CC(=CC=C1)C(F)(F)F)=O)CCC)Cl